C(#N)C=1C=C(C=NC1)[C@H]1N(OCC1)C(=O)C1CCN(CC1)C1=NC(=NC=C1)C(=O)O 4-[4-[(3S)-3-(5-cyano-3-pyridinyl)isoxazolidine-2-carbonyl]-1-piperidinyl]pyrimidine-2-carboxylic acid